(1R,3S,5R)-2-(2-(4-amino-8-methyl-6-phenyl-9H-pyrimido[4,5-b]indol-9-yl)acetyl)-N-(6-bromopyridin-2-yl)-5-methyl-2-azabicyclo[3.1.0]hexane-3-carboxamide NC1=NC=NC=2N(C3=C(C=C(C=C3C21)C2=CC=CC=C2)C)CC(=O)N2[C@@H]1C[C@@]1(C[C@H]2C(=O)NC2=NC(=CC=C2)Br)C